ClC1=NC=2C3CCC(C2C(=C1C#N)Cl)C3 2,4-dichloro-5,6,7,8-tetrahydro-5,8-methanoquinoline-3-carbonitrile